1-O-acetyl-2,3,5-tri-O-benzoyl-L-rhamnofuranose C(C)(=O)OC1[C@H](OC(C2=CC=CC=C2)=O)[C@H](OC(C2=CC=CC=C2)=O)[C@@H](O1)[C@@H](OC(C1=CC=CC=C1)=O)C